ClC1=C(SC=2C1=NC=CC2C2CCCC2)C2=NC(=NC=C2F)NC2=NC=C(C=C2)C2CCN(CC2)CC 4-(3-Chloro-7-cyclopentylthieno[3,2-b]pyridin-2-yl)-N-[5-(1-ethylpiperidin-4-yl)pyridin-2-yl]-5-fluoropyrimidin-2-amine